C(C(=C)C)(=O)OC(C1=CC=CC=C1)OC(C=C)=O acryloxybenzyl methacrylate